(R)-1-(4-(2-(3,5-dichloro-4-((R)-3-chloro-2-hydroxypropoxy)phenyl)propan-2-yl)phenoxy)-3-(ethylsulfonyl)propan-2-yl acetate C(C)(=O)O[C@H](COC1=CC=C(C=C1)C(C)(C)C1=CC(=C(C(=C1)Cl)OC[C@H](CCl)O)Cl)CS(=O)(=O)CC